5-chloro-2-(4-(((2S,4R)-2-methyltetrahydro-2H-pyran-4-yl)amino)pyrido[3,4-d]pyridazin-1-yl)phenol ClC=1C=CC(=C(C1)O)C1=C2C(=C(N=N1)N[C@H]1C[C@@H](OCC1)C)C=NC=C2